N1N=CC(=C1)CCNC1=NC(=NC(=C1C)C)C(=O)N[C@H](C)C=1OC2=C(C1)C=CC=C2 (R)-4-((2-(1H-pyrazol-4-yl)ethyl)amino)-N-(1-(benzofuran-2-yl)ethyl)-5,6-dimethylpyrimidine-2-carboxamide